(3-Chloro-2,4-dimethyl-5,7-dihydropyrrolo[3,4-b]pyridin-6-yl)-[(3R)-1-[2-(difluoromethyl)-4-pyridyl]pyrrolidin-3-yl]methanon ClC=1C(=C2C(=NC1C)CN(C2)C(=O)[C@H]2CN(CC2)C2=CC(=NC=C2)C(F)F)C